(E)-dodecan-2-enal C(\C=C\CCCCCCCCC)=O